tert-butyl 2-((S)-1-((4-fluorobenzyl) amino)-3-hydroxy-1-oxopropan-2-yl)-1,6-dimethyl-3-oxo-2,5-diazaspiro[3.4]octane-5-carboxylate FC1=CC=C(CNC([C@H](CO)N2C(C3(C2=O)N(C(CC3)C)C(=O)OC(C)(C)C)C)=O)C=C1